ClC1=C(OCC2=C(C(=O)O)C=C(C=C2)F)C=CC(=C1)C(F)(F)F ((2-chloro-4-(trifluoromethyl)phenoxy)methyl)-5-fluorobenzoic acid